7-bromo-1-methyl-1H-benzo[d]imidazole-2-thiol BrC1=CC=CC2=C1N(C(=N2)S)C